N(=[N+]=[N-])[C@H]1[C@H](CC[C@@H](C1)C(N(C)C)=O)NC(OC)=O methyl ((1S,2R,4S)-2-azido-4-(dimethylcarbamoyl)cyclohexyl)carbamate